1,3-dimethyl 5-sulfoisophthalate S(=O)(=O)(O)C=1C=C(C=C(C(=O)OC)C1)C(=O)OC